NN1C(=NC=2N(C(=NC2C1=O)OCC1=CC=CC=C1)[C@@H]1O[C@@H]([C@@H]([C@H]1O)F)CO)N 1,2-diamino-8-(benzyloxy)-9-((2r,3s,4r,5r)-4-fluoro-3-hydroxy-5-(hydroxymethyl)tetrahydrofuran-2-yl)-1,9-dihydro-6H-purin-6-one